5-benzyloxy-2-[2,6-dichloro-4-[6-(difluoromethyl)-3,5-dioxo-1,2,4-triazin-2-yl]-phenoxy]-N-(1,1-dioxothietane-3-yl)-pyridine-4-sulfonamide C(C1=CC=CC=C1)OC=1C(=CC(=NC1)OC1=C(C=C(C=C1Cl)N1N=C(C(NC1=O)=O)C(F)F)Cl)S(=O)(=O)NC1CS(C1)(=O)=O